CN(CCCCCCCCNC(C(=C)C)=O)C N-[8-(dimethylamino)octyl]methyl-acrylamide